OC(CN1C(=NCCC1)C)COCCC[Si](OC)(OC)OC 1-(2-hydroxy-3-(3-trimethoxysilylpropoxy)propan-1-yl)-2-methyl-1,4,5,6-tetrahydropyrimidine